2-(1-Pyridin-3-yl-azetidin-3-yl)-1-(3,6,7,8-tetrahydro-1H-2,5-diaza-as-indacen-2-yl)-ethanone N1=CC(=CC=C1)N1CC(C1)CC(=O)N1CC2=C3CCCC3=NC=C2C1